3-((3r,5r,7r)-adamantan-1-yl)-1H-isochromen-1-one C12(CC3CC(CC(C1)C3)C2)C=2OC(C3=CC=CC=C3C2)=O